(3-cyano-1H-indol-7-yl)-4-(hydroxymethyl)thiophene-2-sulfonamide C(#N)C1=CNC2=C(C=CC=C12)C1=C(SC=C1CO)S(=O)(=O)N